3-(([1,1'-biphenyl]-2-ylsulfonyl)methyl)-1-acetyl-3-methyl-5-phenyl-1,3-dihydro-2H-pyrrol-2-one C1(=C(C=CC=C1)S(=O)(=O)CC1(C(N(C(=C1)C1=CC=CC=C1)C(C)=O)=O)C)C1=CC=CC=C1